O[C@@H]1[C@H](O)[C@H](O)[C@@H](O1)[C@@H](O)CO beta-L-mannfuranose